C(=O)(CCCCCCCCC)OCC(COC(=O)CCCCCCCCC)(CO)CO pentaerythritol dicaprate